N-(3-chloro-4-fluorophenyl)-5-(2-chloro-5-(isobutyrylaminomethyl)benzoylamino)-1-(2,2-difluoroethyl)-1H-indole-2-carboxamide ClC=1C=C(C=CC1F)NC(=O)C=1N(C2=CC=C(C=C2C1)NC(C1=C(C=CC(=C1)CNC(C(C)C)=O)Cl)=O)CC(F)F